3-(3-methyloxetan-3-yl)-1,2-oxazole-4-carboxylic acid CC1(COC1)C1=NOC=C1C(=O)O